FC1=C(CN2[C@@H](CCC2=O)CC(=O)N[C@@H](C(C)C)C(=O)O[C@@H](C)CC)C=CC=C1F (S)-sec-Butyl (2-((S)-1-(2,3-difluorobenzyl)-5-oxopyrrolidin-2-yl)acetyl)-L-valinate